O=C1NC(CCC1C=1C=C(CN2CCN(CC2)C(=O)NC2=CC=C(C=C2)CNC2=CC(=NC=3N2N=CC3C(C)C)N[C@H](CO)CC)C=CC1)=O 4-(3-(2,6-dioxopiperidin-3-yl)benzyl)-N-(4-(((5-(((S)-1-hydroxybutan-2-yl)amino)-3-isopropylpyrazolo[1,5-a]pyrimidin-7-yl)amino)methyl)phenyl)piperazine-1-carboxamide